ON(C1=CC=C(C=O)C=C1)C 4-(HYDROXY(METHYL)AMINO)BENZALDEHYDE